sodium boron bisoxalate C(C(=O)[O-])(=O)[O-].C(C(=O)[O-])(=O)[O-].[B+3].[Na+]